benzyl {[(2R,3S)-6-fluoro-2-methyl-2,3-dihydrofuro[3,2-b]pyridin-3-yl]methyl}methylcarbamate FC=1C=C2C(=NC1)[C@@H]([C@H](O2)C)CN(C(OCC2=CC=CC=C2)=O)C